tert-butyl [2-(8-methoxy-1,1-dioxido-2,3-dihydro-1,4-benzothiazepin-4(5H)-yl)-6-methylquinolin-4-yl]carbamate COC1=CC2=C(CN(CCS2(=O)=O)C2=NC3=CC=C(C=C3C(=C2)NC(OC(C)(C)C)=O)C)C=C1